N1(C=NC=C1)CC1=C(C=C(C=C1)C1=C(SC(=C1)CC(C)C)S(=O)(=O)N)C#N 3-(4-((1H-imidazol-1-yl)methyl)-3-cyanophenyl)-5-isobutylthiophene-2-sulfonamide